Bis(methoxymethyl)benzene COCC1=C(C=CC=C1)COC